1,1'-((3-(di-methyl-amino)propyl)azanediyl)bis(propan-2-ol) CN(CCCN(CC(C)O)CC(C)O)C